OP(O)OP(O)O.C(CCCCCCCCCCCC)C(CC(C)C1=C(C=C(C(=C1)C(C)(C)C)O)C)(C1=C(C=C(C(=C1)C(C)(C)C)O)C)C1=C(C=C(C(=C1)C(C)(C)C)O)C (tridecyl)-1,1,3-tris(2-methyl-5-tert-butyl-4-hydroxyphenyl)butane diphosphite